pyrido[2,3-d]pyrimidin-4-amine-1-d N1(CN=C(C2=C1N=CC=C2)N)[2H]